tert-butyl 4-{2-[(4-bromopyridin-2-yl)carbamoyl]ethyl}-2,6-dimethylpiperazine-1-carboxylate BrC1=CC(=NC=C1)NC(=O)CCN1CC(N(C(C1)C)C(=O)OC(C)(C)C)C